ClC1=C(C=CC(=N1)C(=O)N1CC(C(C12CCCC2)O)(F)F)C(F)F (6-chloro-5-(difluoromethyl)pyridin-2-yl)(3,3-difluoro-4-hydroxy-1-azaspiro[4.4]nonan-1-yl)methanone